(S)-2-(2-(3-chlorophenyl)acetamido)-4-methyl-N-((S)-3-oxo-1-((S)-2-oxopyrrolidin-3-yl)-4-(2,3,5,6-tetrafluorophenoxy)butan-2-yl)pentanamide ClC=1C=C(C=CC1)CC(=O)N[C@H](C(=O)N[C@@H](C[C@H]1C(NCC1)=O)C(COC1=C(C(=CC(=C1F)F)F)F)=O)CC(C)C